C1(=CC=CC=C1)P(=O)(C1=CC=CC=C1)CCCCC(=O)C1=CC=CC=C1 5-(diphenylphosphoryl)-1-phenylpentan-1-one